COCOC=1C=C2C(C=C(OC2=CC1B1OC(C(O1)(C)C)(C)C)C)=O 6-(methoxymethyloxy)-2-methyl-7-(4,4,5,5-tetramethyl-1,3,2-dioxaborolan-2-yl)chromen-4-one